azido-4-(azidostyryl)benzoimidazole N(=[N+]=[N-])C=1NC2=C(N1)C=CC=C2C(=CC2=CC=CC=C2)N=[N+]=[N-]